[Cl].P(=O)(=O)SP(=O)=O phosphosulfide chlorine